C(=CCCCCCCCCCCCCCCCC)N1C(=C(C(C2=C(C=C(C=C12)OC1OCCCC1)OC1OCCCC1)=O)OC1OCCCC1)C1=CC(=C(C(=C1)OC1OCCCC1)OC1OCCCC1)OC1OCCCC1 N-octadecenyl-2-(3,4,5-tritetrahydropyranyloxyphenyl)-3,5,7-tritetrahydropyranyloxyquinolin-4-one